2-(4-fluorophenoxy)-1-(5-(4-(methoxymethyl)phenyl)indolin-1-yl)-2-methylpropan-1-one FC1=CC=C(OC(C(=O)N2CCC3=CC(=CC=C23)C2=CC=C(C=C2)COC)(C)C)C=C1